trans-4-((4-(2-Cyclopropyloxazol-4-yl)-pyridine-2-yl)((trans-4-(5-methoxy-6-methylpyridin-2-yl)-cyclohexyl)methyl)-carbamoyl)cyclohexyl 3-cyanoazetidine-1-carboxylate C(#N)C1CN(C1)C(=O)O[C@@H]1CC[C@H](CC1)C(N(C[C@@H]1CC[C@H](CC1)C1=NC(=C(C=C1)OC)C)C1=NC=CC(=C1)C=1N=C(OC1)C1CC1)=O